rac-(R)-(3-(4,5-dioxaborolan-2-yl)cyclohex-2-en-1-yl)carbamic acid tert-butyl ester C(C)(C)(C)OC(N[C@H]1C=C(CCC1)C1BOOC1)=O |r|